C(CCCC\C=C/C\C=C/C\C=C/CCCCC)(=O)N[C@@H]([C@H](O)C)C(=O)O γ-linolenoyl-threonine